COC(=O)[C@H]1OC[C@H](C1)NC(=O)[C@@]1(CC(=NO1)C1=CC(=CC(=C1)F)F)C=C (2S,4S)-4-({[(5R)-3-(3,5-difluorophenyl)-5-vinyl-4,5-dihydroisooxazol-5-yl]carbonyl}amino)tetrahydrofuran-2-carboxylic acid methyl ester